N-(5-((6-((R)-3-(3-cyanophenyl)isoxazolidine-2-yl)pyrimidine-4-yl)amino)-2-((R)-3-(dimethylamino)pyrrolidine-1-yl)-4-methoxyphenyl)acrylamide C(#N)C=1C=C(C=CC1)[C@@H]1N(OCC1)C1=CC(=NC=N1)NC=1C(=CC(=C(C1)NC(C=C)=O)N1C[C@@H](CC1)N(C)C)OC